ClC1=C2C(=NC=C1OC=1C=NN3C1C=CC=C3)N=C(N2C)NC=2C(N(C=C(C2)C2CC2)[C@@H]2C[C@H](C2)O)=O trans-3-((7-chloro-1-methyl-6-(pyrazolo[1,5-a]pyridin-3-yloxy)-1H-imidazo[4,5-b]pyridin-2-yl)amino)-5-cyclopropyl-1-(3-hydroxycyclobutyl)pyridin-2(1H)-one